C(C)(C)OP(OC(C)C)(=O)CCCCCCCCCCCCCCCCCC Diisopropyloctadecylphosphonat